CN1C(CN(CC1)C1=NC(N(C2=CC(=CC=C12)C(F)(F)F)C1=C(C=CC=C1)C)=O)=O 4-(4-methyl-3-oxopiperazin-1-yl)-1-(o-tolyl)-7-(trifluoromethyl)quinazolin-2(1H)-one